N-(3-(4-fluoropiperidin-1-yl)propyl)-6-methoxy-2-(pyridin-4-yl)benzo[d]imidazo[2,1-b]thiazole-7-carboxamide FC1CCN(CC1)CCCNC(=O)C1=CC2=C(N3C(S2)=NC(=C3)C3=CC=NC=C3)C=C1OC